ClC1=CC(=C(C2=C1OC(O2)(C)C2CCC(CC2)N2CC(C2)OC2CC2)C)C(=O)O 7-chloro-2-[4-[3-(cyclopropyloxy)azetidin-1-yl]cyclohexyl]-2,4-dimethyl-1,3-benzodioxole-5-carboxylic acid